O1CC[C@@H](C2=CC=CC=C12)NC(=O)C=1C=NC2=C(N=CC=C2C1C#N)C1=CC(=CC(=C1)Cl)Cl N-[(4S)-chroman-4-yl]-4-cyano-8-(3,5-dichlorophenyl)-1,7-naphthyridine-3-carboxamide